C(N)(=O)C1(COCC1)N1C(SC(=C1)COC=1C=CC2=C(C=C(O2)C)C1)C N-(3-carbamoyltetrahydrofuran-3-yl)-2-methyl-5-((2-methylthiazol-5-yl)methoxy)benzofuran